[Ca+2].C1(=CC=C(C=C1)CC(C[C@H](C(=O)[O-])C)=O)C1=CC=CC=C1.C1(=CC=C(C=C1)CC(C[C@H](C(=O)[O-])C)=O)C1=CC=CC=C1 (R)-5-([1,1'-biphenyl]-4-yl)-2-methyl-4-oxo-pentanoic acid calcium salt